C=12C=3C=CC=C(COC(NCCCCC=4C=CC(NN1)=C2C4)=O)C3 8-oxa-10,19,20-triazatetracyclo[13.5.2.12,6.018,21]tricosa-1(20),2(23),3,5,15(22),16,18(21)-heptaen-9-one